C(#N)C=1C=NN(C1)C[C@H](C(=O)OC(C)C)OC(NC1=C2CCCC2=CC=2CCCC12)=O Propan-2-yl (2R)-3-(4-cyano-1H-pyrazol-1-yl)-2-{[(1,2,3,5,6,7-hexahydro-s-indacen-4-yl)carbamoyl]oxy}propanoate